1-(4-(3-((4-morpholinylphenyl)amino)-1,4,5,6,8-pentaaza-acenaphthylen-5(1H)-yl)piperidin-1-yl)prop-2-en-1-one methoxymethyl-3-bromo-4-hydroxy-2-(methoxymethoxy)-5,6-dimethylbenzoate COCOC(C1=C(C(=C(C(=C1C)C)O)Br)OCOC)=O.N1(CCOCC1)C1=CC=C(C=C1)NC=1C2=CNC=3N=CN=C(N(N1)C1CCN(CC1)C(C=C)=O)C32